N-(4-(4-Methylpiperazin-1-yl)phenyl)-7-((tetrahydrofuran-2-yl)methyl)-7H-pyrrolo[2,3-d]pyrimidin-2-amine CN1CCN(CC1)C1=CC=C(C=C1)NC=1N=CC2=C(N1)N(C=C2)CC2OCCC2